2,5,8,11,14,17,20,23,26,29,32,35,38,41-tetradecaoxatritetracontan-43-oic acid COCCOCCOCCOCCOCCOCCOCCOCCOCCOCCOCCOCCOCCOCC(=O)O